6-chloro-2-[[4-[5-(trifluoromethyl)-1,2,4-oxadiazol-3-yl]phenyl]methyl]-3(2H)-pyridazinone ClC=1C=CC(N(N1)CC1=CC=C(C=C1)C1=NOC(=N1)C(F)(F)F)=O